BrC=1C=C2C(N(C(=NC2=C(C1)C)C1=NC=CC(=C1)C)COCC[Si](C)(C)C)=O 6-bromo-8-methyl-2-(4-methyl-2-pyridinyl)-3-(2-trimethylsilylethoxymethyl)quinazolin-4-one